C1(CCCCC1)[C@H]1N(S(C2=C(N(C1)C1=CC=CC=C1)C=C(C(=C2)C2=CC(=C(S2)C(=O)O)NC(=O)OCC(C)C)OCCOC)(=O)=O)C (R)-5-(3-cyclohexyl-7-(2-methoxyethoxy)-2-methyl-1,1-dioxido-5-phenyl-2,3,4,5-tetrahydrobenzo[f][1,2,5]thiadiazepin-8-yl)-3-((isobutoxycarbonyl)amino)thiophene-2-carboxylic acid